CC(CCCCO)O methyl-1,5-pentanediol